C1(=CC=CC=C1)N(C(O)=O)C1=CC(=C(C=C1)C1=CC=NC=C1)C#CC1=CC=C(C=C1)C(NCCN1CCCCC1)=O.C(C1=CC=CC=C1)(=O)N benzamide Phenyl-(3-((4-((2-(piperidin-1-yl)ethyl)carbamoyl)phenyl)ethynyl)-4-(pyridin-4-yl)phenyl)carbamate